NC(C(CCC(=O)OC(C)(C)C)N1C(C2=CC=C(C=C2C1)C1=NC=CC(=C1C)CCl)=O)=O tert-butyl 5-amino-4-(5-(4-(chloromethyl)-3-methylpyridin-2-yl)-1-oxoisoindolin-2-yl)-5-oxopentanoate